OC1=CC=C(C=C1)C1(CCC(CC1)C(C)(C)C)C1=CC=C(C=C1)O 1,1-bis(4-hydroxyphenyl)-4-tert-butyl-cyclohexane